(4-chlorophenyl)(4-phenyl-1,4-dihydroquinolin-3-yl)methanone ClC1=CC=C(C=C1)C(=O)C1=CNC2=CC=CC=C2C1C1=CC=CC=C1